C1(=CC(=CC(=C1)[O])[O])[O] benzene-1,3,5-trisyl-tri(oxygen)